6-Chloro-3-[(1R)-1-[3,6-dimethyl-2-(2-methyltriazol-4-yl)-4-oxo-chromen-8-yl]ethoxy]-N'-hydroxy-pyridine-2-carboxamidine ClC1=CC=C(C(=N1)C(=NO)N)O[C@H](C)C=1C=C(C=C2C(C(=C(OC12)C1=NN(N=C1)C)C)=O)C